N1=NC(C(=C1)C#N)=C1C=NN=C1 [3,4'-bipyrazole]-4-carbonitrile